(S)-2-((((9H-fluoren-9-yl)methoxy)carbonyl)amino)-3-(4-(2-(((allyloxy)carbonyl)amino)ethoxy)phenyl)propanoic acid C1=CC=CC=2C3=CC=CC=C3C(C12)COC(=O)N[C@H](C(=O)O)CC1=CC=C(C=C1)OCCNC(=O)OCC=C